(R)-1-chloro-1-oxopropan-2-yl acetate C(C)(=O)O[C@@H](C(=O)Cl)C